ClC1=C(C=CC(=C1)OCCN1CCN(CC1)C(=O)C=1C=CC2=C(N=C(C3=CC=NC=C23)NC2=CC(=CC=C2)Cl)C1)C=1SC=C(N1)CC(=O)NCC(=O)OCC ETHYL (2-(2-(2-CHLORO-4-(2-(4-(5-((3-CHLOROPHENYL)AMINO)BENZO[C][2,6]NAPHTHYRIDINE-8-CARBONYL)PIPERAZIN-1-YL)ETHOXY)PHENYL)THIAZOL-4-YL)ACETYL)GLYCINATE